ClC=1C(N(C(=CC1[C@@H]1[C@H](C1)C=1C=NC=C(C1)F)C)C1=C(C(=NC=C1C)C1=NC(=NC=C1)C(C)(C)NC(C)=O)F)=O N-(2-(4-(3-chloro-3'-fluoro-4-((1S,2S)-2-(5-fluoropyridin-3-yl)cyclopropyl)-5',6-dimethyl-2-oxo-2H-[1,4'-bipyridin]-2'-yl)pyrimidin-2-yl)propan-2-yl)acetamide